FC(CCN(CC[C@@H](C(=O)O)NC1=C2C(=NC=N1)N(N=C2)C)CCCCC2=NC=1NCCCC1C=C2)F (S)-4-((3,3-difluoropropyl)(4-(5,6,7,8-tetrahydro-1,8-naphthyridin-2-yl)butyl)amino)-2-((1-methyl-1H-pyrazolo[3,4-d]pyrimidin-4-yl)amino)butanoic acid